(2S,3aS,4R,9bR)-4-(4-Hydroxy-phenyl)-2-methoxy-1,2,3,3a,4,9b-hexahydro-cyclopenta[c]chromen-8-ol OC1=CC=C(C=C1)[C@@H]1OC=2C=CC(=CC2[C@H]2[C@@H]1C[C@H](C2)OC)O